(1-(2,6-Dimethoxyphenyl)-2-(6-ethoxypyridin-2-yl)-5-hydroxy-1H-imidazo[4,5-b]pyrazin-6-yl)methanesulfonamide COC1=C(C(=CC=C1)OC)N1C(=NC=2C1=NC(=C(N2)O)CS(=O)(=O)N)C2=NC(=CC=C2)OCC